C(C1=CC=CC=C1)OC1=NC(=CC=C1C1=NN(C2=CC(=CC=C12)N[C@H]1[C@@H](CN(CC1)C(=O)OC(C)(C)C)OC)C)OCC1=CC=CC=C1 tert-butyl (3R,4R)-4-((3-(2,6-bis(benzyloxy)pyridin-3-yl)-1-methyl-1H-indazol-6-yl)amino)-3-methoxypiperidine-1-carboxylate